5-hydroxy-2-hydroxymethyl-4-pyranone OC=1C(C=C(OC1)CO)=O